tert-butyl (S)-2-(((tert-butyldimethylsilyl)oxy)methyl)-5-oxopyrrolidine-1-carboxylate [Si](C)(C)(C(C)(C)C)OC[C@H]1N(C(CC1)=O)C(=O)OC(C)(C)C